4,5-bis(4-carboxyphenyl)benzene-1,2-dicarboxylic acid C(=O)(O)C1=CC=C(C=C1)C=1C=C(C(=CC1C1=CC=C(C=C1)C(=O)O)C(=O)O)C(=O)O